5-({4-[(2-chlorophenoxy)methyl]-2-thienyl}carbonyl)pyrimidin ClC1=C(OCC=2C=C(SC2)C(=O)C=2C=NC=NC2)C=CC=C1